methyl 6-methyl-2-(5-azaspiro[2.4]heptan-5-yl)pyrimidine-4-carboxylate CC1=CC(=NC(=N1)N1CC2(CC2)CC1)C(=O)OC